tert-Butyl (E)-Propyl(4-(4-(prop-2-yn-1-yloxy)styryl)phenyl)-carbamate C(CC)N(C(OC(C)(C)C)=O)C1=CC=C(C=C1)\C=C\C1=CC=C(C=C1)OCC#C